Cl.CC1=C(C=NC(=C1)C)CN (4,6-Dimethylpyridin-3-yl)methanamine hydrochloride